O1PO1 1,3,2-dioxaphosphirane